Cl.C(C)(C)(C)C1=CC=C(OC2=CC=C(C=N2)N)C=C1 6-(4-(tert-butyl)phenoxy)pyridin-3-amine HCl salt